tris(2-(cyclohex-3-en-1-yl)ethyl)aluminum C1(CC=CCC1)CC[Al](CCC1CC=CCC1)CCC1CC=CCC1